Methyl (R)-2-(tert-butyl)-3-formyl-2,3-dihydrothiazole-4-carboxylate C(C)(C)(C)[C@H]1SC=C(N1C=O)C(=O)OC